COC1=CC=C(C=C1)N(C1=CC=C(C=C1)OC)C1=CC=C(C=C1)C=1SC(=C(C1C1=CC=C(C=C1)N(C1=CC=C(C=C1)OC)C1=CC=C(C=C1)OC)C1=CC=C(C=C1)N(C1=CC=C(C=C1)OC)C1=CC=C(C=C1)OC)C1=CC=C(C=C1)N(C1=CC=C(C=C1)OC)C1=CC=C(C=C1)OC 2,3,4,5-tetrakis[4-(N,N-bis(p-methoxyphenyl)amino)phenyl]Thiophene